C1(CCCCCCC=CCCC1)=O 8-cyclododecen-1-one